The molecule is a pyrimidone that is uracil with a methyl group at position 6. It has a role as a metabolite. It derives from a uracil. CC1=CC(=O)NC(=O)N1